CC(CCN)CCCCCN 3-methyl-1,8-octanediamine